2-tert-butyldimethylsiloxycarbonyl-6-dimethylmethoxysilylnorbornane O([Si](C)(C)C(C)(C)C)C(=O)C1C2C(CC(C1)C2)[Si](OC)(C)C